FC1=C(CC(C(=O)N)(C)C)C=CC(=C1C=1NC(C=C(N1)C=1C=NC(=CC1)OCCOCC(F)(F)F)=O)F [2,4-difluoro-3-(6-oxo-4-{6-[2-(2,2,2-trifluoroethoxy)ethoxy]pyridin-3-yl}-1,6-dihydropyrimidin-2-yl)benzyl]isobutyramide